decaenediamine C(=CCCCCCCCC)(N)N